bis[3-(trimethoxysilyl)propyl]methyl-amine CO[Si](CCCN(C)CCC[Si](OC)(OC)OC)(OC)OC